1-methyl-5-(4-((2-morpholinoethyl)amino)benzylidene)-2-selenoxo-3-(4-tolyl)imidazolidin-4-one CN1C(N(C(C1=CC1=CC=C(C=C1)NCCN1CCOCC1)=O)C1=CC=C(C=C1)C)=[Se]